C(C)(C)(C)OC(=O)N(CCOCCOCCOCCOCCOCCOCCOS(=O)(=O)C1=CC=C(C=C1)C)C(=O)OC(C)(C)C 2-[2-[2-[2-[2-[2-[2-[bis(tert-butoxycarbonyl)amino]ethoxy]ethoxy]ethoxy]ethoxy]ethoxy]ethoxy]ethyl-4-methylbenzenesulfonate